CN(C(=O)N1CCCC1)C N,N-dimethylpyrrolidine-1-carboxamide